3-{4-[(2R)-2-Aminopropoxy]phenyl}-N-[(1R)-1-(3-fluorophenyl)ethyl]imidazo[1,2-b]pyridazin-6-amine dihydrochloride Cl.Cl.N[C@@H](COC1=CC=C(C=C1)C1=CN=C2N1N=C(C=C2)N[C@H](C)C2=CC(=CC=C2)F)C